C=C(C(=O)[O-])CC1=CC(=C(C(=C1)C(C)(C)C)O)C(C)(C)C methylene-3-(3,5'-di-t-butyl-4-hydroxyphenyl)propionate